NCC#CC1=C(C(=O)OC)C=CC(=C1)OCCCN methyl 2-(3-aminoprop-1-yn-1-yl)-4-(3-aminopropoxy)benzoate